C(C)N1C[C@@H](CCC1)NC=1N=NC(=C(N1)C)C1=C(C=C(C=C1)C#C)O (R)-2-(3-((1-ethylpiperidin-3-yl)amino)-5-methyl-1,2,4-triazin-6-yl)-5-ethynyl-phenol